4-ethyl-6-sec-butyl-m-phenylenediamine C(C)C1=C(C=C(C(=C1)C(C)CC)N)N